BrC#C[Si](C(C)C)(C(C)C)C(C)C 2-Bromoethynyl-tri(propan-2-yl)silane